(E)-3-(4-hydroxy-3-methylphenyl)acrylic acid OC1=C(C=C(C=C1)/C=C/C(=O)O)C